COC(C1=CN=CC(=C1)C1=CC=C2CC3(CCN(CC3)C(=O)C3=CC(=C4C(=CN(C4=C3)C3CC3)C)OC)OC(C2=C1)=O)=O 5-(1'-(1-cyclopropyl-4-methoxy-3-methyl-1H-indole-6-carbonyl)-1-oxospiro[isochroman-3,4'-piperidine]-7-yl)nicotinic acid methyl ester